tert-butyl (R)-2-((4-((1-(3-((6-((tert-butoxycarbonyl)amino)hexyl)oxy)phenyl)ethyl)amino)-6-morpholinoquinazolin-8-yl)oxy)acetate C(C)(C)(C)OC(=O)NCCCCCCOC=1C=C(C=CC1)[C@@H](C)NC1=NC=NC2=C(C=C(C=C12)N1CCOCC1)OCC(=O)OC(C)(C)C